2-chloro-7-(trifluoromethyl)quinazoline ClC1=NC2=CC(=CC=C2C=N1)C(F)(F)F